2-chloro-N-(5-(2-(((1r,4r)-4-(dimethylamino)cyclohexyl)amino)-8-(trifluoromethyl)quinazolin-6-yl)-6-methoxypyridin-2-yl)benzenesulfonamide ClC1=C(C=CC=C1)S(=O)(=O)NC1=NC(=C(C=C1)C=1C=C2C=NC(=NC2=C(C1)C(F)(F)F)NC1CCC(CC1)N(C)C)OC